(R)-2-(2-(2-methoxyethoxy)pyridin-4-yl)-8-phenyl-7,8-dihydro-6H-pyrrolo[2',1':2,3]imidazo[4,5-b]pyridine COCCOC1=NC=CC(=C1)C1=CC=C2C(=N1)N1C(=N2)CC[C@@H]1C1=CC=CC=C1